CC1=NC(=CC(=C1)[C@@H](C1=CC=C(C(=O)N)C=C1)OC1=CC=C2C(CC(OC2=C1C)(C)C)=O)C (R)-4-((2,6-dimethylpyridin-4-yl)((2,2,8-trimethyl-4-oxochroman-7-yl)oxy)methyl)benzamide